C(C)C=1C=CC(=C(C1)S(=O)(=O)NC1=NOC2=C1C(=CC(=C2)COCCCC#CC(=O)N)OC)OC (3-((3-((5-ethyl-2-methoxyphenyl)sulfonamido)-4-methoxybenzo[d]isoxazol-6-yl)methoxy)propyl)propiolamide